FC(C1(CC1)C1=CC=C(C=N1)CC(=O)N[C@H](C)C=1C=C2C(=CN1)N(N=C2)CC(F)(F)F)F (R)-2-(6-(1-(difluoromethyl)cyclopropyl)pyridin-3-yl)-N-(1-(1-(2,2,2-trifluoroethyl)-1H-pyrazolo[3,4-c]pyridin-5-yl)ethyl)acetamide